N-(4-cyano-2-fluoro-phenyl)-5-(2,6-dimethylphenyl)-1H-pyrrole-3-sulfonamide C(#N)C1=CC(=C(C=C1)NS(=O)(=O)C1=CNC(=C1)C1=C(C=CC=C1C)C)F